(4-((2R,3S,4S,5R)-3-(3,4-difluoro-2-methoxyphenyl)-4,5-dimethyl-5-(trifluoromethyl)tetrahydrofuran-2-carboxamido)pyridin-3-yl)boronic acid FC=1C(=C(C=CC1F)[C@H]1[C@@H](O[C@]([C@H]1C)(C(F)(F)F)C)C(=O)NC1=C(C=NC=C1)B(O)O)OC